pentyl ((S)-3-cyclohexyl-1-(((S)-5-(2,3-dihydrobenzo[f][1,4]oxazepin-4(5H)-yl)-1-hydroxy-5-oxopentan-2-yl)amino)-1-oxopropan-2-yl)carbamate C1(CCCCC1)C[C@@H](C(=O)N[C@H](CO)CCC(=O)N1CCOC2=C(C1)C=CC=C2)NC(OCCCCC)=O